C(C)C=1SC(=CN1)CN1N=C(C=CC1=O)C=1C=NC(=NC1)OCC(F)(F)F 2-((2-ethylthiazol-5-yl)methyl)-6-(2-(2,2,2-trifluoroethoxy)pyrimidin-5-yl)pyridazine-3(2H)-one